2-[(6-methoxy-2-methyl-1,2,3,4-tetrahydroisoquinolin-7-yl)amino]-4-[(tricyclo[4.2.1.0~2,5~]nonan-3-yl)amino]pyrimidine-5-carboxamide COC=1C=C2CCN(CC2=CC1NC1=NC=C(C(=N1)NC1C2C3CCC(C2C1)C3)C(=O)N)C